C(C)NC(=O)C1=CN(C2=NC=C(N=C21)OC2(CCN(CC2)C(=O)OC(C)(C)C)C)COCC[Si](C)(C)C tert-butyl 4-{[7-(ethylcarbamoyl)-5-{[2-(trimethylsilyl)ethoxy]methyl}-5H-pyrrolo[2,3-b]pyrazin-2-yl]oxy}-4-methylpiperidine-1-carboxylate